(R)-2,2'-binaphthyl phosphate P(=O)(O)(O)O.C1=C(C=CC2=CC=CC=C12)C1=CC2=CC=CC=C2C=C1